COC=CC(=O)N(C)C 3-methoxy-N,N-dimethylacrylamide